o-phenylphenol, sodium salt [Na].C1(=CC=CC=C1)C1=C(C=CC=C1)O